(S)-5-chloro-2-fluoro-4-((2-methoxy-1-phenylethyl)amino)-N-(thiazol-2-yl)benzenesulfonamide ClC=1C(=CC(=C(C1)S(=O)(=O)NC=1SC=CN1)F)N[C@H](COC)C1=CC=CC=C1